2-(4-amino-6-chloropyrimidin-5-yl)cyclopropanecarboxylic acid ethyl ester C(C)OC(=O)C1C(C1)C=1C(=NC=NC1Cl)N